NCC(CN1N=CN(C1=O)C1=C(C=C(C=N1)C=1C=C2CCC(NC2=C(C1)C)=O)C)=C(F)F 6-[6-[1-[2-(aminomethyl)-3,3-difluoro-allyl]-5-oxo-1,2,4-triazol-4-yl]-5-methyl-3-pyridyl]-8-methyl-3,4-dihydro-1H-quinolin-2-one